BrC=1C(=C(C#N)C(=CC1CC(O)=C1C(OC(OC1=O)(C)C)=O)OC([2H])([2H])[2H])F 3-Bromo-4-(2-(2,2-dimethyl-4,6-dioxo-1,3-dioxan-5-ylidene)-2-hydroxyethyl)-2-fluoro-6-(methoxy-d3)benzonitrile